CC1=NN(C2=C1CN(CC2)C(=O)N)C2CCOCC2 methyl-1-(tetrahydro-2H-pyran-4-yl)-1,4,6,7-tetrahydro-5H-pyrazolo[4,3-c]pyridine-5-carboxamide